1-(3-methoxyphenyl)-3-(3-nitrophenyl)urea COC=1C=C(C=CC1)NC(=O)NC1=CC(=CC=C1)[N+](=O)[O-]